O[C@]1(CC[C@@]2([C@H]3CC[C@@]4([C@H](CC[C@H]4[C@@H]3C=C[C@@H]2C1)[C@@H](CCC(=O)O)C)C)C)C1=CC=C(C=C1)C1=CC=CC=C1 (4R)-4-[(3S,5S,8S,9S,10S,13R,14S,17R)-3-hydroxy-10,13-dimethyl-3-(4-phenylphenyl)-1,2,4,5,8,9,11,12,14,15,16,17-dodecahydrocyclopenta[a]phenanthren-17-yl]pentanoic acid